3-(2-((3,4,5-trifluorophenyl)ethynyl)phenyl)propanoic acid FC=1C=C(C=C(C1F)F)C#CC1=C(C=CC=C1)CCC(=O)O